[Br-].O=C1OC2=CC=C(C=C2C=C1)C[N+]1=CC=C(C=C1)C1=CC=CC=C1 1-((2-oxo-2H-chromen-6-yl)methyl)-4-phenylpyridin-1-ium bromide